FC1(CCN(CC1)C1=C(C=CC(=N1)C=1N=NN(C1)C1=C(C=C(C=C1)C(CO)S(=O)(=O)N)N1CCC2(CC2)CC1)C(C)(C)O)F (4-(4-(6-(4,4-difluoropiperidin-1-yl)-5-(2-hydroxypropan-2-yl)pyridin-2-yl)-1H-1,2,3-triazol-1-yl)-3-(6-azaspiro[2.5]oct-6-yl)phenyl)-2-hydroxyethanesulfonamide